C[Si](CCCCCCN(CCCCO)CCCCCC[Si](OC(OCCCCCCCC)CCCCCCC)(C)C)(OC(CCCCCCC)OCCCCCCCC)C 5-(6-(dimethyl((1-(octyloxy)octyl)oxy)silyl)hexyl)-14-heptyl-12,12-dimethyl-13,15-dioxa-5-aza-12-silatricosan-1-ol